N-(3,4-dimethylphenyl)maleimide tert-butyl-((4-fluoro-1-(6-(1-methyl-1H-pyrazol-4-yl)pyrazolo[1,5-a]pyrazin-4-yl)piperidin-4-yl)methyl)carbamate C(C)(C)(C)N(C(O)=O)CC1(CCN(CC1)C=1C=2N(C=C(N1)C=1C=NN(C1)C)N=CC2)F.CC=2C=C(C=CC2C)N2C(C=CC2=O)=O